N-(6-methoxy-2H-indazol-5-yl)-6-(trifluoromethyl)pyridinecarboxamide COC=1C(=CC2=CNN=C2C1)NC(=O)C1=NC(=CC=C1)C(F)(F)F